C(C1=CC=CC=C1)OC1=NC(=CC=C1C1=NN(C2=CC(=CC=C12)N([C@H]1[C@@H](CN(CC1)C(=O)OC(C)(C)C)F)C)C)OCC1=CC=CC=C1 tert-Butyl (3R,4R)-4-[[3-(2,6-dibenzyloxy-3-pyridyl)-1-methyl-indazol-6-yl]-methyl-amino]-3-fluoro-piperidine-1-carboxylate